(3-((3-hydroxyoxetan-3-yl)ethynyl)phenyl)-1H-pyrazol OC1(COC1)C#CC=1C=C(C=CC1)N1N=CC=C1